magnesium 2-(((1r,4r)-4-(((3-fluorophenyl)(phenyl)carbamoyloxy)methyl)cyclohexyl)methoxy)acetic acid FC=1C=C(C=CC1)N(C(=O)OCC1CCC(CC1)COCC(=O)O)C1=CC=CC=C1.[Mg]